CN(CCNC(OC(C)(C)C)=O)C1=CC(=C(C=C1)C)C(NC1(CC1)C1=CC=CC2=CC=CC=C12)=O tert-butyl (2-(methyl(4-methyl-3-((1-(naphthalen-1-yl)cyclopropyl) carbamoyl)phenyl)amino)ethyl)carbamate